dibenzofuran-4-yl-diphenylphosphine oxide C1=CC=C(C=2OC3=C(C21)C=CC=C3)P(C3=CC=CC=C3)(C3=CC=CC=C3)=O